CC(C)(C)OC(=O)N1CCCCC1 piperidine-1-carboxylic acid-1,1-dimethylethyl ester